BrC1=NN2C(C(=NC(=C2)C)C)=C1OC 2-bromo-3-methoxy-4,6-dimethylpyrazolo[1,5-a]pyrazine